5-chloro-N,N,7-trimethyl-2-(pyrrolidin-1-yl)-1,6-naphthyridine-3-carboxamide ClC1=C2C=C(C(=NC2=CC(=N1)C)N1CCCC1)C(=O)N(C)C